tert-butyl N-[2-[(4-bromo-2-methyl-pyrazol-3-yl)methyl-methyl-amino]ethyl]-N-methyl-carbamate BrC1=C(N(N=C1)C)CN(CCN(C(OC(C)(C)C)=O)C)C